7-{1-[1-(2-Fluorophenyl)-1H-1,2,3-triazol-4-yl]ethyl}-5-(1H-pyrazol-3-yl)-7H-pyrrolo[2,3-d]pyrimidin-4-amine FC1=C(C=CC=C1)N1N=NC(=C1)C(C)N1C=C(C2=C1N=CN=C2N)C2=NNC=C2